sodium hydroxymethanesulfinate dihydrate O.O.OCS(=O)[O-].[Na+]